FC1=C(C(=CC=C1C)OC)S(=O)(=O)NC1=NOC2=C1CC1(C3=CC=C(C=C32)N3CC(C3)O)CC1 2-fluoro-N-(8'-(3-hydroxyazetidin-1-yl)-4'H-spiro[cyclopropane-1,5'-naphtho[2,1-d]isoxazol]-3'-yl)-6-methoxy-3-methylbenzenesulfonamide